3-(difluoromethoxy)-1,1,2,2-tetrafluoropropane FC(OCC(C(F)F)(F)F)F